5-((9H-carbazol-3-yl)methylene)-3-(4-(dimethylamino)phenyl)oxazolidine-2,4-dione C1=CC(=CC=2C3=CC=CC=C3NC12)C=C1C(N(C(O1)=O)C1=CC=C(C=C1)N(C)C)=O